C[C@@H]1NCC1 (s)-2-methylazetidine